2,16,18-trimethyl-6-[(1S)-1-hydroxyethyl]-1-oxa-4,7,10,13,16-pentazacyclononadecane-5,8,11,14,17-pentone CC1OCC(C(N(CC(NCC(NCC(NC(C(NC1)=O)[C@H](C)O)=O)=O)=O)C)=O)C